3-(thiomorpholine-4-carbonyl)benzamide sodium (R)-1-(4'-(3-methyl-4-(((1-phenylethoxy)carbonyl)amino)isoxazol-5-yl)-[1,1'-biphenyl]-4-yl)cyclopropane-1-carboxylate CC1=NOC(=C1NC(=O)O[C@H](C)C1=CC=CC=C1)C1=CC=C(C=C1)C1=CC=C(C=C1)C1(CC1)C(=O)[O-].[Na+].N1(CCSCC1)C(=O)C=1C=C(C(=O)N)C=CC1